5-ethyl-nicotinamide hydrochloride Cl.C(C)C=1C=NC=C(C(=O)N)C1